(1R,3R,5S)-3-((3-(2-chlorophenyl)-5-cyclopropylisoxazol-4-yl)methoxy)-8-azabicyclo[3.2.1]Octane-8-carboxylic acid tert-butyl ester C(C)(C)(C)OC(=O)N1[C@H]2CC(C[C@@H]1CC2)OCC=2C(=NOC2C2CC2)C2=C(C=CC=C2)Cl